ClC1=C2C(=CN=CC2=CC=C1)C1=C(C=C2C(=NC(=NC2=C1F)OCC12CCCN2CCC1)N1[C@H]2CCN([C@@H]2C1)C(C(=C)F)=O)F |&1:33| ((1R,SR)-6-(7-(5-chloroisoquinolin-4-yl)-6,8-difluoro-2-((tetrahydro-1H-pyrrolizin-7a(5H)-yl)methoxy)quinazolin-4-yl)-2,6-diazabicyclo[3.2.0]hept-2-yl)-2-fluoroprop-2-en-1-one